N-(2-chloropyrimidin-4-yl)-1H-indol-5-amine ClC1=NC=CC(=N1)NC=1C=C2C=CNC2=CC1